BrC1=CC=C(C=C1)[C@H](C)N (S)-1-(4-bromophenyl)-ethylamine